FC1=CC=C(C=C1)N1N=CC2=CC(=C(C=C12)C)C12CN(CC2C1C1=NC=CC=C1)C(=O)C1=CC=CC=C1 (1-(1-(4-fluorophenyl)-6-methyl-1H-indazol-5-yl)-6-(pyridin-2-yl)-3-azabicyclo[3.1.0]hexane-3-yl)(phenyl)methanone